2-(bromomethyl)-1-chloro-4-fluorobenzene BrCC1=C(C=CC(=C1)F)Cl